10-undecyl-(undec-1-yloxy)silane CCCCCCCCCC(C)[SiH2]OCCCCCCCCCCC